C(#C)C1=CC(=NC=2N=C(N=CC21)NC2=CC=C(C=C2)N2CCN(CC2)C)NC(=O)NCC2=CC=NO2 1-(5-ethynyl-2-{[4-(4-methylpiperazin-1-yl)phenyl]amino}pyrido[2,3-d]pyrimidin-7-yl)-3-(1,2-oxazol-5-ylmethyl)urea